C1(CC1)O[C@@](CO)(C1=CC=CC=C1)C1=NC(=NC2=CC=C(C=C12)C=1C2=C(C(N(C1)C)=O)NC=C2)N2CCC(CC2)N2CCC(CC2)(NCC#C)C (S)-4-(4-(1-cyclopropoxy-2-hydroxy-1-phenylethyl)-2-(4-methyl-4-(prop-2-yn-1-ylamino)-[1,4'-bipiperidine]-1'-yl)quinazolin-6-yl)-6-methyl-1,6-dihydro-7H-pyrrolo[2,3-c]pyridin-7-one